C=CC=CC=CCCCCC undec-1,3,5-triene